CC1=C2C3=C(C(=NC2=NC=C1C(=O)O)Cl)CCC3.C(CCC\C=C/C\C=C/C\C=C/C\C=C/CCCCC)(=O)NCC(=O)O N-Arachidonoyl-glycine methyl-6-chloro-8,9-dihydro-7H-cyclopenta[c][1,8]naphthyridine-2-carboxylate